C1(CC1)C1=C(C2=C(N=C(N=C2)S(=O)(=O)C)N(C1=O)C)C#C[Si](C(C)C)(C(C)C)C(C)C 6-cyclopropyl-2-methanesulfonyl-8-methyl-5-[2-(triisopropylsilyl)ethynyl]pyrido[2,3-d]pyrimidin-7-one